C(C)(C)(C)OC(NCC1=C(C=C(C=C1)NC(=O)C12CCC(CC1)(CC2)C(NC2=CC=C(C=C2)Br)=O)F)=O (4-{[4-(4-bromo-phenylcarbamoyl)-bicyclo[2.2.2]octane-1-carbonyl]-amino}-2-fluoro-benzyl)-carbamic acid tert-butyl ester